NC=1C(=C(C=C2C=C(N=CC12)NC=1NC2=C(NC(CCC2)=O)N1)C=1C=NC=CC1C)F 2-((8-amino-7-fluoro-6-(4-methylpyridin-3-yl)isoquinolin-3-yl)amino)-4,6,7,8-tetrahydroimidazo[4,5-b]azepin-5(1H)-one